COC=1C=C2CCN[C@H](C2=CC1OC)C(=O)O (R)-6,7-bisMethoxy-1,2,3,4-tetrahydroisoquinoline-1-carboxylic acid